4-amino-N-((1S)-1-cyclopropylethyl)-7-fluoro-N-((6-(trifluoromethyl)-3-pyridazinyl)methyl)-1,3-dihydrofuro[3,4-c]quinoline-8-carboxamide NC1=NC=2C=C(C(=CC2C2=C1COC2)C(=O)N(CC=2N=NC(=CC2)C(F)(F)F)[C@@H](C)C2CC2)F